NC1=CC=C(C=N1)O[C@H]1CCN(C1)C(=O)C1CC1 (2R,4S)-4-((6-aminopyridin-3-yl)oxy)-1-(cyclopropanecarbonyl)pyrrolidin